Cl.N1(CCNCC1)C=1N=CC(=C2C1NC=C2)C(F)(F)F 7-(piperazin-1-yl)-4-(trifluoromethyl)-1H-pyrrolo[2,3-c]pyridine hydrochloride